[Al].OC=1C=CC=C2C=CC=NC12 8-hydroxyquinoline aluminum